ClC1=C2C(=NC=C1C=1C=CC3=C(NC(=N3)[C@@H]3C(NCC3)=O)C1)NCC21CC1 |r| (±)-3-(6-(4'-Chloro-1',2'-dihydrospiro[cyclopropane-1,3'-pyrrolo[2,3-b]pyridin]-5'-yl)-1H-benzo[d]imidazol-2-yl)pyrrolidin-2-one